CN1C=NC2=C1C=C(C=C2)COC2=CC=CC(=N2)C=2CCN(CC2)CC2=NC1=C(N2C[C@H]2OCC2)C=C(C=C1)C(=O)O (S)-2-((6-((1-methyl-1H-benzo[d]imidazol-6-yl)methoxy)-3',6'-dihydro-[2,4'-bipyridinyl]-1'(2'H)-yl)methyl)-1-(oxetan-2-ylmethyl)-1H-benzo[d]imidazole-6-carboxylic acid